C(C)OC(C=1N=NNC1)OCC 4-(diethoxymethyl)-1H-1,2,3-triazole